FC(C1=CC=C(C=C1)C1[C@@H]2CN(C[C@H]12)C(=O)C1CC2(C1)NC(OC2)=O)(F)F (2s,4S)-2-((1R,5S,6S)-6-(4-(Trifluoromethyl)phenyl)-3-azabicyclo[3.1.0]hexane-3-carbonyl)-7-oxa-5-azaspiro[3.4]octan-6-one